C[C@H]1NC(C2=C(C=3C=4C=CC(=NC4C=CC3S2)C2=NN(N=C2C=C)C)NC1)=O (R)-10-methyl-3-(2-methyl-5-vinyl-2H-1,2,3-triazol-4-yl)-9,10,11,12-tetrahydro-8H-[1,4]diazepino[5',6':4,5]thieno[3,2-f]quinolin-8-one